ClC#CC1=CC=C(C=C1)OC 1-chloro-2-(4-methoxyphenyl)acetylene